1-(2-(4-fluorophenyl)-3-(pyridin-4-yl)-6,7-dihydropyrazolo[1,5-a]pyrazin-5(4H)-yl)propan-1-one FC1=CC=C(C=C1)C1=NN2C(CN(CC2)C(CC)=O)=C1C1=CC=NC=C1